4-(2-azaspiro[3.4]octan-6-yl)morpholine C1NCC12CC(CC2)N2CCOCC2